Benzyl (3R)-3-methyl-4-(1,1,1-trifluoro-3-hydroxypropan-2-yl)piperazine-1-carboxylate C[C@@H]1CN(CCN1C(C(F)(F)F)CO)C(=O)OCC1=CC=CC=C1